C(C)(C)(C)OC(NCCN1C2=C(OCC1=O)C=C(C=C2)Br)=O tert-butyl(2-(7-bromo-3-oxo-2,3-dihydro-4H-benzo[b][1,4]oxazin-4-yl)ethyl)carbamate